N-[4-chloro-5-cyano-6-(o-tolyl)pyrimidin-2-yl]-1-methyl-pyrazole-4-sulfonamide ClC1=NC(=NC(=C1C#N)C1=C(C=CC=C1)C)NS(=O)(=O)C=1C=NN(C1)C